C(CCC)N1C(=CC(C=C1C)C1=C(C=CC=C1)[N+](=O)[O-])C N-Butyl-2,6-dimethyl-4-(2-nitrophenyl)-1,4-dihydropyridin